2-(((R)-1-(3-cyano-2-((R)-4,4-difluoro-3-methylpiperidin-1-yl)-7-methyl-4-oxo-4H-pyrido[1,2-a]pyrimidin-9-yl)ethyl)amino)benzoic acid C(#N)C1=C(N=C2N(C1=O)C=C(C=C2[C@@H](C)NC2=C(C(=O)O)C=CC=C2)C)N2C[C@H](C(CC2)(F)F)C